endo-8-[7-(4-chloro-2-methyl-2H-1,2,3-benzotriazol-5-yl)-5H-pyrrolo[2,3-b]pyrazin-3-yl]-8-azabicyclo[3.2.1]octan-3-amine ClC1=C(C=CC2=NN(N=C21)C)C2=CNC1=NC(=CN=C12)N1C2CC(CC1CC2)N